3-(1-methylpyrazol-4-yl)propionic acid CN1N=CC(=C1)CCC(=O)O